2,4-dimethoxythiophenol COC1=C(C=CC(=C1)OC)S